rel-(4S,5S)-4-((5-chloro-4-(4-fluoro-1-isopropyl-2-methyl-1H-benzo[d]imidazol-6-yl)pyrimidin-2-yl)amino)-2-(methoxymethyl)-4,5,6,7-tetrahydropyrazolo[1,5-a]pyridin-5-ol ClC=1C(=NC(=NC1)N[C@H]1C=2N(CC[C@@H]1O)N=C(C2)COC)C=2C=C(C1=C(N(C(=N1)C)C(C)C)C2)F |o1:8,13|